NC1=NNC2=C1C(=NC(=C2C2=CN=NC=C2)C(C(F)(F)F)C)C2=CC=C(CNC(C1=C(C=CC(=C1)F)OC)=O)C=C2 N-(4-(3-amino-7-(pyridazin-4-yl)-6-(1,1,1-trifluoropropan-2-yl)-1H-pyrazolo[4,3-c]pyridin-4-yl)benzyl)-5-fluoro-2-methoxybenzamide